C(C(=C)C)(=O)OCCC(C(F)(F)F)(C(F)(F)F)O 4,4,4-trifluoro-3-hydroxy-3-(trifluoromethyl)butyl methacrylate